C(C=CCCCCC)C(C(=O)[O-])CC(=O)[O-] (2-Octen-1-yl)succinate